[Pd](O)O palladium(2+) hydroxide